potassium (((1R,5S)-8-(tert-butoxycarbonyl)-3,8-diazabicyclo[3.2.1]octan-3-yl)methyl)trifluoroborate C(C)(C)(C)OC(=O)N1[C@H]2CN(C[C@@H]1CC2)C[B-](F)(F)F.[K+]